N1C(=NC=C1)C1=CC2=C(O[C@@H](CN2)[C@@H](C2=CC=CC=C2)NCCC2=CC=C(C#N)C=C2)N=C1 4-(2-(((R)-((S)-7-(1H-imidazol-2-yl)-2,3-dihydro-1H-pyrido[2,3-b][1,4]oxazin-3-yl)(phenyl)methyl)amino)ethyl)benzonitrile